2-(4-Cyano-phenoxy)-N-(5,6-dimethoxy-benzothiazol-2-yl)-2-(2-ethanesulfonyl-phenyl)-acetamide C(#N)C1=CC=C(OC(C(=O)NC=2SC3=C(N2)C=C(C(=C3)OC)OC)C3=C(C=CC=C3)S(=O)(=O)CC)C=C1